2-dodecenyl-trimethylsilicon C(C=CCCCCCCCCC)[Si](C)(C)C